FC1(CC1)C=O (1-fluorocyclopropyl)methanone